trans-4-carboxy-4-[(19-nonadecanoylamino)methyl]cyclohexan C(=O)(O)C1(CCCCC1)CNC(CCCCCCCCCCCCCCCCCC)=O